1-Methyl-1-butylpiperidinium acetate C(C)(=O)[O-].C[N+]1(CCCCC1)CCCC